8-(2,4-difluorophenyl)-9-(2-fluoro-4-((1-(3-fluoropropyl)azetidin-3-yl)methyl)phenyl)-6,7-dihydro-5H-benzo[7]annulene-3-carboxylic acid hydrochloride Cl.FC1=C(C=CC(=C1)F)C=1CCCC2=C(C1C1=C(C=C(C=C1)CC1CN(C1)CCCF)F)C=CC(=C2)C(=O)O